BrC=1C=CC(=NC1)C(=O)N 5-bromo(2-pyridyl)carboxamide